N(=[N+]=[N-])CCCCOC1=CC(=C(C=C1)B1OC(C(O1)(C)C)(C)C)CC 2-(4-(4-azidobutoxy)-2-ethylphenyl)-4,4,5,5-tetramethyl-1,3,2-dioxaborolane